(7S)-4'-chloro-6-methyl-2-sulfanyl-spiro[5,8-dihydropyrido[4,3-d]pyrimidine-7,1'-indane]-4-ol ClC1=C2CC[C@@]3(C2=CC=C1)CC=1N=C(N=C(C1CN3C)O)S